BETA-KETOADIPATE O=C(CC(=O)[O-])CCC(=O)[O-]